C(C=C)(=O)N1CCN(CC1)C1=NC(N(C2=CC(=C(C=C12)Cl)Br)C1=C(C=CC=C1)C(F)(F)F)=O 4-(4-Acryloylpiperazin-1-yl)-7-bromo-6-chloro-1-(2-(trifluoromethyl)phenyl)quinazolin-2(1H)-one